(S)-2-(4-(2-(1-Cyclopropylethyl)-7-(methylsulfonyl)-1-oxoisoindolin-5-yl)pyridin-2-yl)-N-ethyl-N,4-dimethyl-1H-imidazole-5-carboxamide, trifluoroacetate salt FC(C(=O)O)(F)F.C1(CC1)[C@H](C)N1C(C2=C(C=C(C=C2C1)C1=CC(=NC=C1)C=1NC(=C(N1)C)C(=O)N(C)CC)S(=O)(=O)C)=O